2-((5-(7-(((2S,5R)-5-(Cyclopropanesulfonamido)tetrahydro-2H-pyran-2-yl)methyl)-2,7-diazaspiro[3.5]nonan-2-yl)-1,2,4-triazin-6-yl)oxy)-5-fluoro-N,N-diisopropylbenzamide C1(CC1)S(=O)(=O)N[C@@H]1CC[C@H](OC1)CN1CCC2(CN(C2)C=2N=CN=NC2OC2=C(C(=O)N(C(C)C)C(C)C)C=C(C=C2)F)CC1